1-[4-(3-fluorophenyl)phenyl]-2-[5-hydroxy-5-(2-phenylethyl)-octahydrocyclopenta[c]pyrrol-2-yl]ethan-1-one FC=1C=C(C=CC1)C1=CC=C(C=C1)C(CN1CC2C(C1)CC(C2)(CCC2=CC=CC=C2)O)=O